2-Morpholinoethyl ((S)-(2,4-di-tert-butyl-5-(4-oxo-1,4-dihydroquinoline-3-carboxamido)phenoxy)(ethoxy)phosphoryl)-L-alaninate C(C)(C)(C)C1=C(O[P@@](=O)(OCC)N[C@@H](C)C(=O)OCCN2CCOCC2)C=C(C(=C1)C(C)(C)C)NC(=O)C1=CNC2=CC=CC=C2C1=O